COC=1C=C(C=NC1)C=1C=NC=CC1 5-methoxy-3,3'-bipyridyl